(3aR,5s,6aS)-N,N-dimethyl-2,2-bis((9Z,12Z)-octadecane-9,12-dienyl)tetrahydro-3aH-cyclopenta[d][1,3]dioxolen-5-amine CN(C1C[C@@H]2[C@@H](OC(O2)(CCCCCCCC\C=C/C\C=C/CCCCC)CCCCCCCC\C=C/C\C=C/CCCCC)C1)C